FC1(CCC(CC1)NC1=NC(=CC2=C1N=CN2C)N2N=C(C=C2)C(=O)OCC)F ethyl 1-(4-((4,4-difluorocyclohexyl)amino)-1-methyl-1H-imidazo[4,5-c]pyridin-6-yl)-1H-pyrazole-3-carboxylate